3-methoxy-4-(((5-phenyl-2-(pyridin-2-yl)thieno[2,3-d]pyrimidin-4-yl)amino)methyl)benzenesulfonamide COC=1C=C(C=CC1CNC=1C2=C(N=C(N1)C1=NC=CC=C1)SC=C2C2=CC=CC=C2)S(=O)(=O)N